(E)-4-(Dimethylamino)-1-(4-((3-methyl-4-(3-(4,4,5,5-tetramethyl-1,3,2-dioxaborolan-2-yl)phenoxy)phenyl)amino)-5,6-dihydropyrido[4',3':4,5]thieno[2,3-d]pyrimidin-7(8H)-yl)but-2-en-1-one CN(C/C=C/C(=O)N1CC2=C(C3=C(N=CN=C3NC3=CC(=C(C=C3)OC3=CC(=CC=C3)B3OC(C(O3)(C)C)(C)C)C)S2)CC1)C